FC=1C=CC2=C(NC(=NS2(=O)=O)NCC#N)C1[C@H](C)C1=C(C=CC=C1)F (R)-2-((6-fluoro-5-(1-(2-fluorophenyl)ethyl)-1,1-dioxido-4H-benzo[e][1,2,4]thiadiazin-3-yl)amino)acetonitrile